methyl (R)-4-(5-fluoro-2-(2-methoxy-2-oxoethyl)-1,2,3,4-tetrahydronaphthalen-2-yl)butanoate FC1=C2CC[C@](CC2=CC=C1)(CC(=O)OC)CCCC(=O)OC